BrC1=CC(=C(C=C1OC([2H])([2H])[2H])CC(C)N)OC([2H])([2H])[2H] 1-(4-bromo-2,5-bis(methoxy-d3)phenyl)propan-2-amine